9,9-bis(6-(2-hydroxyethoxy)-2-naphthyl)-4,5-di(9-anthryl)fluorene OCCOC=1C=C2C=CC(=CC2=CC1)C1(C2=CC=CC(=C2C=2C(=CC=CC12)C=1C2=CC=CC=C2C=C2C=CC=CC12)C=1C2=CC=CC=C2C=C2C=CC=CC12)C1=CC2=CC=C(C=C2C=C1)OCCO